CC1C(CC(C(N1CC(F)(F)F)=O)NC(=O)C=1OC2=C(C1)C[C@]1(C(NC3=NC=CC=C31)=O)CC2)C2=C(C(=CC(=C2)F)F)F (5R)-N-(6-methyl-2-oxo-1-(2,2,2-trifluoroethyl)-5-(2,3,5-trifluorophenyl)piperidin-3-yl)-2'-oxo-1',2',6,7-tetrahydro-4H-spiro[benzofuran-5,3'-pyrrolo[2,3-b]pyridine]-2-carboxamide